1-(1H-Benzimidazol-5-yl)-5-[4-(2-propyl-2H-tetrazol-5-yl)phenyl]imidazolidin-2-one Ethyl-{[4-chloro-5-(3-chlorophenyl)-1-phenyl-1H-pyrazol-3-yl]oxy}acetat C(C)OC(COC1=NN(C(=C1Cl)C1=CC(=CC=C1)Cl)C1=CC=CC=C1)=O.N1C=NC2=C1C=CC(=C2)N2C(NCC2C2=CC=C(C=C2)C=2N=NN(N2)CCC)=O